N(Cl)(Cl)Cl nitrogen Chloride